COC1=CC=C(C=C1)C2=COC3=CC(=CC(=C3C2=O)[O-])O The molecule is conjugate base of biochanin A arising from selective deprotonation of the 7-hydroxy group; major species at pH 7.3. It is a conjugate base of a biochanin A.